(cis-3-methyl-6-azabicyclo[3.1.1]heptan-1-yl)methanol CC1CC2(NC(C1)C2)CO